CC1=C(C(=CC(=C1)C)C(C)(C)CC)O 2,4-dimethyl-6-(tert-amyl)phenol